{(4E)-4-[3-(3-chlorophenyl)prop-2-yn-1-ylidene]-3,3-dimethylpiperidin-1-yl}(2,6-dimethoxypyrimidin-4-yl)methanone ClC=1C=C(C=CC1)C#C\C=C/1\C(CN(CC1)C(=O)C1=NC(=NC(=C1)OC)OC)(C)C